C(N)(=O)CCCCCN1\C(\C(C2=CC(=CC=C12)S(=O)(=O)[O-])(C)C)=C/C=C/C=C/C1=[N+](C2=CC=CC=C2C1(C)C)CCCCS(=O)(=O)[O-] 2-[(1E,3E)-5-[(2Z)-1-(5-carbamoylpentyl)-3,3-dimethyl-5-sulfonato-2,3-dihydro-1H-indol-2-ylidene]penta-1,3-dien-1-yl]-3,3-dimethyl-1-(4-sulfonatobutyl)-3H-indol-1-ium